CC=1N=CSC1C=1C=C2CC[C@@H](C2=CC1)NC(OC(C)(C)C)=O tert-butyl (S)-(5-(4-methylthiazol-5-yl)-2,3-dihydro-1H-inden-1-yl)carbamate